piperazinone-d8 N1(C(C(N(C(C1([2H])[2H])([2H])[2H])[2H])([2H])[2H])=O)[2H]